tert-butyl (2R,3S,4R,5S)-4-(aminomethyl)-4-(2-bromo-4-chlorophenyl)-3-(3-chloro-2-fluorophenyl)-5-neopentylpyrrolidine-2-carboxylate NC[C@@]1([C@H]([C@@H](N[C@H]1CC(C)(C)C)C(=O)OC(C)(C)C)C1=C(C(=CC=C1)Cl)F)C1=C(C=C(C=C1)Cl)Br